C(C)(C)(C)N1N=NC(=C1C#N)OC1=CC(=CC=C1)Cl 1-(tert-butyl)-4-(3-chlorophenoxy)-1H-1,2,3-triazole-5-carbonitrile